C(C)(=O)[O-].C(CC)[N+]1=CC(=CC=C1)CCC 1,3-dipropylpyridinium acetate